Methyl-3-chloro-2-oxo-1-(1-phenyl-1,2,3,4-tetrahydroquinolin-7-yl)-1,2-dihydrothieno[2,3-b]pyrazine-6-carboxylate COC(=O)C1=CC2=C(N=C(C(N2C2=CC=C3CCCN(C3=C2)C2=CC=CC=C2)=O)Cl)S1